COC1=C(C(=CC(=C1)OC)OC)N(C(=O)C(=O)N)C1=C(C=C(C=C1OC)OC)OC N,N-bis(2,4,6-trimethoxyphenyl)oxamide